C1(=CC=CC=C1)C#CC1=CC=CC=C1 bisphenyl-acetylene